C(C)(C)(C)OC(=O)N1CCN(CC1)CCC(=O)O 3-(1-tert-butoxycarbonylpiperazin-4-yl)propionic acid